C(C1=CC=C(C(=O)O)C=C1)(=O)O.CCCCCC methylpentane terephthalate